tert-butyl (4-((3-nitro-6-phenylpyridin-2-yl)amino)phenyl)carbamate [N+](=O)([O-])C=1C(=NC(=CC1)C1=CC=CC=C1)NC1=CC=C(C=C1)NC(OC(C)(C)C)=O